C(C=C)(=O)N1CCN(CC1)C1=NN=C(C2=CC(=C(C=C12)Cl)C1=C2C=NNC2=CC=C1C)CC1=CC=CC=C1 1-(4-propenoyl-1-piperazinyl)-4-benzyl-7-chloro-6-(5-methyl-1H-indazol-4-yl)phthalazine